ClN(N=C(C#N)C#N)C1=CC=CC=C1 carbonyl cyanide-chlorophenyl hydrazone